P(=O)([O-])([O-])[O-].[Mo+4].[V+5].C(=C)C1=CC=C(C=C1)S(=O)(=O)O.P(=O)([O-])([O-])[O-].P(=O)([O-])([O-])[O-] p-vinylbenzenesulfonic acid vanadium molybdenum phosphate